N1(CCC1)C(=O)C1=NC=C(C=C1)C1=CC=C2C(=CC=NC2=C1)NC=1C=CC2=C(N=CS2)C1 azetidin-1-yl(5-(4-(benzo[d]thiazol-5-ylamino)quinolin-7-yl)pyridin-2-yl)methanone